(S)-2-(3-(5-amino-5,7-dihydrospiro[cyclopenta[b]pyridine-6,4'-piperidin]-1'-yl)-6-(8-chlorochroman-7-yl)-5-methylpyrazin-2-yl)propan-2-ol N[C@@H]1C=2C(=NC=CC2)CC12CCN(CC2)C=2C(=NC(=C(N2)C)C2=CC=C1CCCOC1=C2Cl)C(C)(C)O